1-(4-methoxyphenyl)-4-phenyl-3-butyn-2-one COC1=CC=C(C=C1)CC(C#CC1=CC=CC=C1)=O